1-(cyclopentadienyl)-1-(2,7-di-tert-butylfluorenyl)methane zirconium dichloride [Cl-].[Cl-].[Zr+2].C1(C=CC=C1)CC1=C(C=CC=2C3=CC=C(C=C3CC12)C(C)(C)C)C(C)(C)C